racemic-1-allyl-3-((3-(4-amino-2-methylpyrido[3,2-d]pyrimidin-6-yl)phenyl)ethynyl)-3-hydroxypyrrolidin-2-one C(C=C)N1C([C@](CC1)(O)C#CC1=CC(=CC=C1)C=1C=CC=2N=C(N=C(C2N1)N)C)=O |r|